C(C)OC1=C(C(=O)NC(C)C2=CC(=CC=C2)C2=NC=CC=N2)C=C(C=C1)NC(C(C)C)=O 2-ethoxy-5-isobutyrylamino-N-(1-(3-(pyrimidin-2-yl)phenyl)ethyl)benzamide